trifluoromethanesulfonyl-(3-(2-bromo-6-((triisopropylsilyl)ethynyl)phenyl))propanamine FC(S(=O)(=O)C(CCC1=C(C=CC=C1C#C[Si](C(C)C)(C(C)C)C(C)C)Br)N)(F)F